methyl 4-amino-1-(4-aminophenyl)-7-(difluoromethoxy)-2-oxo-1,2-dihydro-1,8-naphthyridine-3-carboxylate NC1=C(C(N(C2=NC(=CC=C12)OC(F)F)C1=CC=C(C=C1)N)=O)C(=O)OC